The molecule is a member of the class of ureas in which three of the four hydrogens are replaced by 4-fluorobenzyl, 1-methylpiperidin-4-yl, and 4-(isopropyloxy)benzyl groups. An atypical antipsychotic that is used (in the form of its tartrate salt) for treatment of hallucinations and delusions associated with Parkinson's disease. It has a role as an antipsychotic agent, a 5-hydroxytryptamine 2A receptor inverse agonist and a serotonergic antagonist. It is a member of ureas, a member of piperidines, a member of monofluorobenzenes, an aromatic ether and a tertiary amino compound. It is a conjugate base of a pimavanserin(1+). CC(C)COC1=CC=C(C=C1)CNC(=O)N(CC2=CC=C(C=C2)F)C3CCN(CC3)C